CN(C(=O)CCNC(=O)C1=CC2=C(N(C(=N2)NC=2SC3=C(N2)C=CC(=C3)OC(F)(F)F)C)C=C1)C 1-Methyl-2-(6-trifluoromethoxy-benzothiazol-2-ylamino)-1H-benzoimidazole-5-carboxylic acid (2-dimethylcarbamoyl-ethyl)-amide